NCCCCCNC(CN(CC(=O)N(CCO[C@H]1O[C@@H]([C@H]([C@@H]([C@@H]1O)O)O)CO)CCOC1OC(C(C(C1O)O)O)CO)CC(=O)N(CCO[C@H]1O[C@@H]([C@H]([C@@H]([C@@H]1O)O)O)CO)CCO[C@H]1O[C@@H]([C@H]([C@@H]([C@@H]1O)O)O)CO)=O 2,2'-((2-((5-Aminopentyl)amino)-2-oxoethyl)azanediyl)bis(N,N-bis(2-(((2S,3S,4S,5S,6R)-3,4,5-trihydroxy-6-(hydroxymethyl)tetrahydro-2H-pyran-2-yl)oxy)ethyl)acetamide)